OC1=CC=C(CCC(C)=O)C=C1 para-Hydroxybenzylaceton